C(C1=CC=CC=C1)OC(=O)N[C@@H](CSC1C2(CCC(C1)C2(C)C)C)C(=O)OCC ethyl N-((benzyloxy)carbonyl)-S-(1,7,7-trimethylbicyclo[2.2.1]heptan-2-yl)cysteinate